C(C=C)(=O)N1C[C@@H](N(C[C@H]1C)C=1C2=C(N(C(N1)=O)C=1C(=NC=CC1C)C(C)C)N=C(C(=C2)F)C2=C(C=CC=C2)F)C 4-((2S,5R,M)-4-Acryloyl-2,5-dimethylpiperazin-1-yl)-6-fluoro-7-(2-fluorophenyl)-1-(2-isopropyl-4-methylpyridin-3-yl)pyrido[2,3-d]pyrimidin-2(1H)-one